5-((5-(3,4-difluorophenyl)pyridin-3-yl)oxy)-2-(8-(methylsulfonyl)-2,8-diazaspiro[4.5]decan-2-yl)benzonitrile FC=1C=C(C=CC1F)C=1C=C(C=NC1)OC=1C=CC(=C(C#N)C1)N1CC2(CC1)CCN(CC2)S(=O)(=O)C